benzyl (2S)-4-[7-chloro-8-fluoro-2-[[(2S,4R)-4-methoxy-1-methyl-pyrrolidin-2-yl]methoxy]pyrido[4,3-d]pyrimidin-4-yl]-2-(cyanomethyl)piperazine-1-carboxylate ClC1=C(C=2N=C(N=C(C2C=N1)N1C[C@@H](N(CC1)C(=O)OCC1=CC=CC=C1)CC#N)OC[C@H]1N(C[C@@H](C1)OC)C)F